(S)-2-((1H-pyrrolo[2,3-b]pyridin-5-yl)oxy)-4-(2-(2-(2-isopropylphenyl)pyrrolidin-1-yl)-7-azaspiro[3.5]non-7-yl-6,6,8,8-d4)benzoic acid N1C=CC=2C1=NC=C(C2)OC2=C(C(=O)O)C=CC(=C2)N2C(CC1(CC(C1)N1[C@@H](CCC1)C1=C(C=CC=C1)C(C)C)CC2([2H])[2H])([2H])[2H]